COC=1N=C(C=2N=CN([C@H]3[C@H](O)[C@H](O)[C@@H](CO)O3)C2N1)N 2-methoxy-adenosine